2-quinolyl-butyrylamide N1=C(C=CC2=CC=CC=C12)[N-]C(CCC)=O